benzyl N-[2-[2-(3-bromoprop-2-ynoxy)ethoxy]ethyl]carbamate BrC#CCOCCOCCNC(OCC1=CC=CC=C1)=O